ClC1=C(C(N(N=C1)CC1=CC=C(C=C1)OC)=O)C(C(=O)OCC)C(=O)OCC diethyl 2-[5-chloro-2-[(4-methoxyphenyl)methyl]-3-oxo-pyridazin-4-yl]propanedioate